2-bromo-N-(2-hydroxy-4-methylpyridine-3-yl)nicotinamide BrC1=C(C(=O)NC=2C(=NC=CC2C)O)C=CC=N1